4,4,4-trifluoro-3-(2-((3-octyl-1,2,4-oxadiazol-5-yl)methyl)acryloyloxy)butanoic acid FC(C(CC(=O)O)OC(C(=C)CC1=NC(=NO1)CCCCCCCC)=O)(F)F